1-bromo-4-methoxybenzenebutyrylCoA BrC1(CC=C(C=C1)OC)CCCC(=O)SCCNC(CCNC([C@@H](C(COP(OP(OC[C@@H]1[C@H]([C@H]([C@@H](O1)N1C=NC=2C(N)=NC=NC12)O)OP(=O)(O)O)(=O)O)(=O)O)(C)C)O)=O)=O